NC1=CC(=C(C=C1)N(C)CC1(CC1)NC(OC(C)(C)C)=O)C[S@](=O)C |r| (±)-tert-butyl 1-(((4-amino-2-(methylsulfinylmethyl)phenyl) (methyl)amino)methyl)cyclopropylcarbamate